Natrium (S)-3-(3-(1,5-Dimethyl-4-oxido-2-oxo-1,2-dihydropyridin-3-yl)ureido)-3-(4-fluorobiphenyl-3-yl)propanoat CN1C(C(=C(C(=C1)C)[O-])NC(N[C@@H](CC(=O)[O-])C=1C=C(C=CC1F)C1=CC=CC=C1)=O)=O.[Na+].[Na+]